aluminum monosulfate S(=O)(=O)([O-])[O-].[Al+2]